N(C(=O)C)C(C(=O)ON1C(C2=CC=CC=C2C1=O)=O)CCCC 1,3-dioxoisoindolin-2-yl 2-acetaminocaproate